ClC=1C2=C(N=CN1)N(C(=C2)Cl)COCC[Si](C)(C)C 4,6-dichloro-7-((2-(trimethylsilyl)ethoxy)methyl)-7H-pyrrolo[2,3-d]pyrimidine